N-(6-methoxy-2-pyridyl)-4-(4-methyl-1-oxo-isoindolin-2-yl)cyclohexanecarboxamide COC1=CC=CC(=N1)NC(=O)C1CCC(CC1)N1C(C2=CC=CC(=C2C1)C)=O